2-[(2R,4S)-4-[(2-{5-[2-(2,6-Difluorophenyl)propan-2-yl]-1,2,4-oxadiazol-3-yl}-6-[(1S)-1-[(2S,4S)-4-methoxy-1-methylpyrrolidin-2-yl]ethoxy]pyrimidin-4-yl)oxy]piperidin-2-yl]acetonitrile FC1=C(C(=CC=C1)F)C(C)(C)C1=NC(=NO1)C1=NC(=CC(=N1)O[C@@H]1C[C@H](NCC1)CC#N)O[C@@H](C)[C@H]1N(C[C@H](C1)OC)C